N-(4-(7-methyl-8-(4-methylpiperazin-1-yl)-5-oxo-1,3,4,5-tetrahydro-2H-chromeno[3,4-c]pyridine-3-carbonyl)-2-(trifluoromethoxy)phenyl)methanesulfonamide CC1=C(C=CC2=C1OC(C=1CN(CCC12)C(=O)C1=CC(=C(C=C1)NS(=O)(=O)C)OC(F)(F)F)=O)N1CCN(CC1)C